benzyl ((2S)-1-((4-amino-3,4-dioxo-1-((S)-2-oxopyrrolidin-3-yl)butan-2-yl)amino)-3-cyclopropyl-1-oxopropan-2-yl)carbamate NC(C(C(C[C@H]1C(NCC1)=O)NC([C@H](CC1CC1)NC(OCC1=CC=CC=C1)=O)=O)=O)=O